2-methanesulfinyl-8-methyl-7-[5-methyl-1-(oxan-2-yl)indazol-4-yl]-4-[(2R)-2-methylazetidin-1-yl]pyrano[4,3-d]pyrimidin-5-one CS(=O)C=1N=C(C2=C(N1)C(=C(OC2=O)C2=C1C=NN(C1=CC=C2C)C2OCCCC2)C)N2[C@@H](CC2)C